1-(4-Bromophenyl)-3-((5-(5-(difluoromethyl)-1,3,4-oxadiazol-2-yl)pyridin-2-yl)methyl)-5,5-dimethylimidazolidine-2,4-dione BrC1=CC=C(C=C1)N1C(N(C(C1(C)C)=O)CC1=NC=C(C=C1)C=1OC(=NN1)C(F)F)=O